C1(=CC=CC=C1)SC1=CC=C(C=C1)[S+](C1=CC=CC=C1)C1=CC=CC=C1 (4-phenylthiophenyl)diphenylsulfonium